(3S)-N-[2-[2-(dimethylamino)ethoxy]-4-(1H-pyrazol-4-yl)phenyl]-6-methoxy-3,4-dihydro-2H-chromen-3-carboxamide CN(CCOC1=C(C=CC(=C1)C=1C=NNC1)NC(=O)[C@@H]1COC2=CC=C(C=C2C1)OC)C